diethyl 2,6-dimethyl-4-(6-methylhept-5-en-2-yl)-1,4-dihydropyridine-3,5-dicarboxylate CC=1NC(=C(C(C1C(=O)OCC)C(C)CCC=C(C)C)C(=O)OCC)C